C(CCCCCCCCCCCCC)N[C@@H](CCC(=O)[O-])C(=O)[O-] N-myristyl-L-glutamate